OC(C)C=1C=C2C(N(C(C2=CC1)=O)C)=O 5-(1-hydroxyethyl)-2-methylisoindoline-1,3-dione